(R)-3-bromo-2-methyl-6,7,7a,8,10,11-hexahydro-9H-pyrazino[1,2-d]pyrido[3,2-b][1,4]oxazepin BrC1=CC=2OCC[C@H]3N(C2N=C1C)CCNC3